CC1=NN(C=C1)C(=O)N methyl-1H-pyrazole-1-carboxamide